[Cu+2].C(C)(=O)C(C(=O)OCC)C(C1=CC=C(C=C1)S(=O)(=O)F)=O ethyl alpha-acetyl-4-(fluorosulfonyl)benzoylacetate copper(II)